FC=1C=C(C=C(C1OC=1C2=C(SC1C(C1=C(C=C(C=C1)F)C)=O)C=C(C=C2)O)F)/C=C/C(=O)O (E)-3-(3,5-Difluoro-4-((2-(4-fluoro-2-methylbenzoyl)-6-hydroxybenzo[b]thiophen-3-yl)oxy)phenyl)acrylic acid